FC(CN1N=C(C(=C1)NC1=NC=CC(=N1)C1=CC=CC(=N1)C1=CN=C(S1)C1(C(N(CC1)C)=O)O)OC)F 3-(5-(6-(2-((1-(2,2-difluoroethyl)-3-methoxy-1H-pyrazol-4-yl)amino)pyrimidin-4-yl)pyridin-2-yl)thiazol-2-yl)-3-hydroxy-1-methylpyrrolidin-2-one